C(C)(C)OC=1C(=CC2=C(N=C(S2)N2CCNCC2)C1)C(=O)NC=1C(N(C=CC1)C)=C=O 5-isopropoxy-N-(1-methyl-2-carbonyl-1,2-dihydropyridin-3-yl)-2-(piperazin-1-yl)benzo[d]thiazole-6-carboxamide